C(CCC)OC[C@@H]1[C@H]([C@H]([C@@H](O1)N1C=NC=2C(N)=NC=NC12)O)O 5'-O-n-Butyladenosin